N-[5-(3-methoxyoxetan-3-yl)-4-methyl-thiazol-2-yl]-3-[[7-(5-methyl-1,2,4-oxadiazol-3-yl)-1-isoquinolinyl]amino]propanamide COC1(COC1)C1=C(N=C(S1)NC(CCNC1=NC=CC2=CC=C(C=C12)C1=NOC(=N1)C)=O)C